C(C1=CC=CC=C1)OC1=CC=C2C=CC(N(C2=C1)C)=O 7-(benzyloxy)-N-methylquinolin-2(1H)-one